(S)-N-(2-(4-(4-cyclopropylpiperazin-1-yl)piperidin-1-yl)-4-methoxy-5-((6-(3-(3-(thiophen-2-yl)phenyl)isoxazolidin-2-yl)pyrimidin-4-yl)amino)phenyl)acrylamide C1(CC1)N1CCN(CC1)C1CCN(CC1)C1=C(C=C(C(=C1)OC)NC1=NC=NC(=C1)N1OCC[C@H]1C1=CC(=CC=C1)C=1SC=CC1)NC(C=C)=O